O=C1NC(CCC1NC1=CC=C(C=C1)CC(CN(C(OC(C)(C)C)=O)C)(F)F)=O tert-butyl N-[3-[4-[(2,6-dioxo-3-piperidyl)amino]phenyl]-2,2-difluoro-propyl]-N-methyl-carbamate